(3-aminobicyclo[1.1.1]pent-1-yl) carbamate C(N)(OC12CC(C1)(C2)N)=O